3-nitro-4-(((tetrahydro-2H-pyran-4-yl)methyl)amino)phenyl sulfon [N+](=O)([O-])C=1C=C(C=CC1NCC1CCOCC1)S(=O)(=O)C1=CC(=C(C=C1)NCC1CCOCC1)[N+](=O)[O-]